C[C@H]1C[C@]2([C@H]([C@H]1OC(=O)/C=C/C3=CC=CC=C3)[C@@H]4[C@](O4)(CC[C@H]5[C@H](C5(C)C)/C=C(/C2=O)\\C)C)O The molecule is a lathyrane diterpenoid isolated from the roots of Euphorbia micractina. It is a lathyrane diterpenoid, an epoxide, a cinnamate ester and a tertiary alpha-hydroxy ketone.